C(C)N1C=C(C(C2=CC=CC(=C12)F)=O)S(=O)(=O)N1CCC2(C[C@H](CO2)NC[C@@H](COC2=CC(=CC=C2)S(=O)(=O)C(C)C)O)CC1 1-ethyl-8-fluoro-3-((R)-3-((S)-2-hydroxy-3-(3-(isopropylsulfonyl)phenoxy)propylamino)-1-oxa-8-azaspiro[4.5]decan-8-ylsulfonyl)quinolin-4(1H)-one